indeno-carbazole C1=C2C=C3C(=CC=C4C=5C=CC=CC5N=C34)C2=CC=C1